C[C@H]1CN(C[C@H](N1)C)C1=CC=CC(=N1)CNC=1C2=C(N=CN1)NC=C2C2CCC(CC2)F N-((6-((3S,5R)-3,5-dimethylpiperazin-1-yl)pyridin-2-yl)methyl)-5-((1s,4S)-4-fluorocyclohexyl)-7H-pyrrolo[2,3-d]pyrimidin-4-amine